bicyclo[4.3.0]Nonane C12CCCCC2CCC1